tert-butyl (2-((2',3'-diamino-3-(N,N-bis(4-methoxybenzyl)sulfamoyl)-4'-cyano-2-(2-(4-methoxybenzyl)-2H-tetrazol-5-yl)-[1,1'-biphenyl]-4-yl)sulfonyl)ethyl)carbamate NC1=C(C=CC(=C1N)C#N)C1=C(C(=C(C=C1)S(=O)(=O)CCNC(OC(C)(C)C)=O)S(N(CC1=CC=C(C=C1)OC)CC1=CC=C(C=C1)OC)(=O)=O)C=1N=NN(N1)CC1=CC=C(C=C1)OC